(S)-4-nitrophenylquinuclidin-3-yl carbonate C(OC1[C@@H](N2CCC1CC2)C2=CC=C(C=C2)[N+](=O)[O-])([O-])=O